O[C@H](CN1C(N(C2=C(C1=O)C(=C(S2)C(=O)OCC)C)CCC2=CC=CC=C2)=O)C ethyl 3-[(2S)-2-hydroxypropyl]-5-methyl-2,4-dioxo-1-(2-phenylethyl)-1H,2H,3H,4H-thieno[2,3-d]pyrimidine-6-carboxylate